4,4,4-Trifluorobut-2-enoic acid ethyl ester C(C)OC(C=CC(F)(F)F)=O